4-[2-[5-bromo-2-(8-chloro-4-oxo-chromen-2-yl)phenoxy]ethyl]thiomorpholine-3-carboxamide BrC=1C=CC(=C(OCCN2C(CSCC2)C(=O)N)C1)C=1OC2=C(C=CC=C2C(C1)=O)Cl